(16R)-19-amino-13-fluoro-8,16-dimethyl-9-oxo-4-[(piperidin-4-yl)methyl]-17-oxa-4,5,8,20-tetraazatetracyclo[16.3.1.02,6.010,15]docosa-1(22),2,5,10(15),11,13,18,20-octaene-3-carbonitrile NC1=C2O[C@@H](C=3C=C(C=CC3C(N(CC3=NN(C(=C3C(C=N1)=C2)C#N)CC2CCNCC2)C)=O)F)C